CNC(=O)C1=CC=2C=3C(N(C2C=C1)C1=CC=C(C=C1)C(F)(F)F)=CN(N3)C N,2-dimethyl-4-[4-(trifluoromethyl)phenyl]pyrazolo[4,3-b]indole-7-carboxamide